C(C1=CC=CC=C1)OC=1C(=NC(=CN1)Cl)NC(NC1CN(CCC1)C(=O)[O-])=S 3-(3-(3-(benzyloxy)-6-chloropyrazin-2-yl)thioureido)piperidine-1-carboxylate